The molecule is a 21-hydroxypregnenolone disulfate anion obtained by deprotonation of both sulfate groups of 21-hydroxypregnenolone disulfate. It is a conjugate base of a 21-hydroxypregnenolone disulfate. C[C@]12CC[C@H]3[C@H]([C@@H]1CC[C@@H]2C(=O)COS(=O)(=O)[O-])CC=C4[C@@]3(CC[C@@H](C4)OS(=O)(=O)[O-])C